(3-((2-hydroxy-5-(2-(trimethoxysilyl)ethyl)cyclohexyl)oxy)phenyl)(4-hydroxyphenyl)(phenyl)sulfonium nonafluorobutanesulfonate FC(C(C(C(S(=O)(=O)[O-])(F)F)(F)F)(F)F)(F)F.OC1C(CC(CC1)CC[Si](OC)(OC)OC)OC=1C=C(C=CC1)[S+](C1=CC=CC=C1)C1=CC=C(C=C1)O